N-(2-(1,2,3,6-tetrahydropyridin-4-yl)phenyl)-4-(trifluoromethyl)pyrimidin-2-amine N1CCC(=CC1)C1=C(C=CC=C1)NC1=NC=CC(=N1)C(F)(F)F